BrC1=C(C=C2C(=NC(=NC2=C1F)S(=O)(=O)C)N1[C@@H]2[C@H]([C@@H]2COCC1)F)C#N 7-Bromo-8-fluoro-4-((1S,7S,8S)-8-fluoro-5-oxa-2-azabicyclo[5.1.0]octan-2-yl)-2-(methylsulfonyl)quinazoline-6-carbonitrile